N1(CCCCC1)CCCOC1=CC=C(CCNC(OC(C)(C)C)=O)C=C1 tert-Butyl 4-(3-(piperidin-1-yl)propoxy)phenethylcarbamate